COS(=O)(=O)[O-].C[NH2+]C N,N-dimethylammonium methylsulphate